CC1=CC[C@@]2(CC[C@H]([C@H]2CC1)/C(=C\\CC=C(C)C)/C)C The molecule is a bicyclic diterpene that is 1,2,3,3a,4,5,8,8a-octahydroazulene carrying two methyl substituents at positions 6 and 8a as well as a 6-methylhepta-2,5-dien-2-yl at position 3. The relative stereochemistry has been assigned tentatively. It has a role as a plant metabolite. It is a diterpene, a carbobicyclic compound and a polycyclic olefin.